Benzyl (1-(2-chloropyrimidin-4-yl)cyclohexyl)carbamate ClC1=NC=CC(=N1)C1(CCCCC1)NC(OCC1=CC=CC=C1)=O